N-[4-chloro-1-(2-chloro-5-fluorophenyl)-1-hydroxy-2-[(4-methoxyphenyl)methyl]-3-oxo-2,3-dihydro-1H-pyrrolo[4,3-c]pyridin-7-yl]-3-fluoro-5-(trifluoromethyl)benzamide ClC1=NC=C(C2=C1C(N(C2(O)C2=C(C=CC(=C2)F)Cl)CC2=CC=C(C=C2)OC)=O)NC(C2=CC(=CC(=C2)C(F)(F)F)F)=O